FC(OC=1C(=NC=C(C1)C)NC(=O)C1(CN(C1)C(CC1CCC1)=O)C1=C(C=CC=C1)C(C)C)F 1-(2-(3-((3-(Difluoromethoxy)-5-methylpyridin-2-yl)carbamoyl)-3-(2-isopropylphenyl)azetidin-1-yl)-2-oxoethyl)cyclobutan